tert-butyl-rel-(1R,5S)-7-oxo-1-({[(1s,4s)-4-(2-{[4-ethoxy-4-oxobut-2-en-2-yl]oxy}phenyl)cyclohexyl]oxy}methyl)-9-oxa-2,6-diazaspiro[4.5]decane-2-carboxylate C(C)(C)(C)OC(=O)N1[C@H]([C@]2(CC1)NC(COC2)=O)COC2CCC(CC2)C2=C(C=CC=C2)OC(C)=CC(=O)OCC |o1:8,9|